ClC=1C=CC=C2C=CC=C(C12)C(COC=1C(=NC(=NC1Cl)Cl)Cl)=O 1-(8-chloronaphthalen-1-yl)-2-((2,4,6-trichloropyrimidin-5-yl)oxy)ethan-1-one